C1=CNC2=CN=NN=C21 PYRROLOTRIAZINE